N1CC(C1)COC=1C=C2C(N(C(C2=CC1)=O)C1C(NC(CC1)=O)=O)=O 5-(azetidin-3-ylmethoxy)-2-(2,6-dioxopiperidin-3-yl)isoindole-1,3-dione